N-(1-(3-bromo-5-(1-methyl-1H-pyrazol-4-yl)phenyl)ethyl)-2-methyl-5-(methylsulfonamidomethyl)benzamide BrC=1C=C(C=C(C1)C=1C=NN(C1)C)C(C)NC(C1=C(C=CC(=C1)CNS(=O)(=O)C)C)=O